ClC1=C(C=CC=C1)CC(=O)NC1=CC(=C2C=NN(C2=C1)C1=CC=C(C=C1)F)S(N)(=O)=O 2-(2-chlorophenyl)-N-(1-(4-fluorophenyl)-4-sulfamoyl-1H-indazol-6-yl)acetamide